C1(CCC1)N1C(=NC2=NC(=NC(=C12)O)OC[C@]12CCCN2C[C@@H](C1)F)OC1=CC(=CC2=CC=C(C(=C12)C#C)F)OCOC 7-cyclobutyl-8-{[8-ethynyl-7-fluoro-3-(methoxymethoxy)-1-naphthyl]oxy}-2-{[(2R,7aS)-2-fluorotetrahydro-1H-pyrrolizin-7a(5H)-yl]methoxy}-7H-purin-6-ol